C[N+]1=C(OC(C1)C)C(=O)[O-] 3,5-dimethyloxazolinium-2-carboxylate